N-(3-{5-[(diethylamino)methyl]-1-ethyl-1H-indol-2-yl}prop-2-yn-1-yl)aniline C(C)N(CC)CC=1C=C2C=C(N(C2=CC1)CC)C#CCNC1=CC=CC=C1